methyl-N-[2-(2-prop-2-ynoxyethoxy)ethyl]carbamate COC(NCCOCCOCC#C)=O